bis(3,4-di-t-butoxyphenyl)diphenyl-sulfonium C(C)(C)(C)OC=1C=C(C=CC1OC(C)(C)C)C=1C(=C(C=CC1)[SH+]C1=CC=CC=C1)C1=CC(=C(C=C1)OC(C)(C)C)OC(C)(C)C